5-ethynyl-picolinaldehyde C(#C)C=1C=CC(=NC1)C=O